6-dihydropyrazolyl-coumarin (S)-2,2-dimethyl-5-((4-(7-(Methylthio)-1-((2-(trimethylsilyl)ethoxy)methyl)-1H-indol-3-yl)-5-(trifluoromethyl)Pyrimidine-2-yl)amino)piperidine-1-carboxylate CC1(N(C[C@H](CC1)NC1=NC=C(C(=N1)C1=CN(C2=C(C=CC=C12)SC)COCC[Si](C)(C)C)C(F)(F)F)C(=O)O)C.N1NC(C=C1)C=1C=C2C=CC(OC2=CC1)=O